4-(4-((1R,5S)-3,8-diazabicyclo[3.2.1]octan-3-yl)-6-chloro-8-fluoro-2-((tetrahydro-1H-pyrrolizin-7a(5H)-yl)methoxy)quinazolin-7-yl)-2-amino-7-fluorobenzo[b]thiophene-3-carbonitrile [C@H]12CN(C[C@H](CC1)N2)C2=NC(=NC1=C(C(=C(C=C21)Cl)C2=CC=C(C=1SC(=C(C12)C#N)N)F)F)OCC12CCCN2CCC1